OC1=CC=C(OCC(=O)OCCCC)C=C1 Butyl p-hydroxyphenoxyacetate